(3S)-3-[(6-bromo-3-pyridyl)oxy]pyrrolidine-1-carboxylic acid tert-butyl ester C(C)(C)(C)OC(=O)N1C[C@H](CC1)OC=1C=NC(=CC1)Br